1-((2-((3-oxabicyclo[3.1.0]hexan-6-yl)amino)pyridin-4-yl)methyl)-3-(1'-(cyclopropanecarbonyl)spiro[cyclobutane-1,3'-indolin]-6'-yl)-5,5-dimethylimidazolidine-2,4-dione C12COCC2C1NC1=NC=CC(=C1)CN1C(N(C(C1(C)C)=O)C1=CC=C2C3(CN(C2=C1)C(=O)C1CC1)CCC3)=O